biphenyl-4,4'-dicarboxaldehyde C1(=CC=C(C=C1)C=O)C1=CC=C(C=C1)C=O